2-Hydroxyethyl carbamimidate C(N)(OCCO)=N